C(C)(C)C1C2C=CC(C1)C2 5-isopropyl-2-norbornene